N-[4-(2-isopropylphenyl)-6-methylsulfonyl-pyrimidin-2-yl]-1-methyl-pyrazole-4-sulfonamide C(C)(C)C1=C(C=CC=C1)C1=NC(=NC(=C1)S(=O)(=O)C)NS(=O)(=O)C=1C=NN(C1)C